4-((3-chloro-4-(3-aminophenoxy)phenyl)amino)-7-fluoro-1H-indole-2-carboxylic acid ClC=1C=C(C=CC1OC1=CC(=CC=C1)N)NC1=C2C=C(NC2=C(C=C1)F)C(=O)O